NC1=NN(C=C1C(=O)NCC1=C(C=CC=C1)C(F)(F)F)C 3-amino-1-methyl-N-(2-(trifluoromethyl)benzyl)-1H-pyrazole-4-carboxamide